BrC=1C(=C2C=3C(=NC(=NC3C1F)SC)O[C@H](CO2)C)Cl (S)-9-bromo-8-chloro-10-fluoro-5-methyl-2-(methylthio)-5,6-dihydro-[1,4]dioxepino[5,6,7-de]quinazoline